rac-N-methyl-3-((2R,5S)-5-methylpiperidin-2-yl)Benzenesulfonamide CNS(=O)(=O)C1=CC(=CC=C1)[C@@H]1NC[C@H](CC1)C |r|